6-allyl-N-[4-(1H-benzimidazol-2-yl)phenyl]-6H-pyrimido[5,4-c][2,1]benzothiazin-2-amine 5,5-dioxide C(C=C)N1S(C2=C(C3=C1C=CC=C3)N=C(N=C2)NC2=CC=C(C=C2)C2=NC3=C(N2)C=CC=C3)(=O)=O